5-bromo-3-(bromomethyl)-7-nitrobenzofuran-2-carboxylic acid tert-butyl ester C(C)(C)(C)OC(=O)C=1OC2=C(C1CBr)C=C(C=C2[N+](=O)[O-])Br